CC=1N=C(SC1)NS(=O)(=O)C=1SC2=C(C1C)C=C(C=C2)C(C)C 4-methyl-2-[3-methyl-5-(propan-2-yl)-1-benzothiophene-2-sulfonamido]-1,3-thiazole